COC1=C(C=CC(=C1)OC)NC(CN1C(NC(C(=C1)F)=O)=O)=O N-(2,4-dimethoxyphenyl)-2-(5-fluoro-2,4-dioxo-3,4-dihydropyrimidin-1(2H)-yl)acetamide